OC1=CC(=CC=2C(C3=CC(=CC=C3C(C12)=O)O)=O)O 1,3,6-trihydroxyanthraquinone